C(C=C)N1C(C=2C(C1=O)=CC(=C(C2)Cl)Cl)=O N-allyl-4,5-dichlorophthalimide